(S)-2-amino-3-(2-oxoimidazolin-1-yl)propionamide hydrochloride Cl.N[C@H](C(=O)N)CN1C(NCC1)=O